6-methyl-2,3,12,12a-tetrahydropyrazino[1',2':1,6]pyrido[3,4-b]indole-1,4(6H,7H)-dione CC1N2C(CC3=C1NC=1C=CC=CC31)C(NCC2=O)=O